ethyl (2S)-2-[[(2S)-4-[5-[bis(2-chloroethyl)amino]-1-methyl-benzimidazol-2-yl]-2-(tert-butoxycarbonylamino)butanoyl]amino]-4-methyl-pentanoate ClCCN(C1=CC2=C(N(C(=N2)CC[C@@H](C(=O)N[C@H](C(=O)OCC)CC(C)C)NC(=O)OC(C)(C)C)C)C=C1)CCCl